BrC=1C=C(C(=NC1C)N)C 5-bromo-3,6-dimethyl-pyridin-2-amine